O=C1N(C(C2=CC=CC=C12)=O)[C@H](CS(=O)(=O)N)C(C)C (S)-2-(1,3-dioxoisoindolin-2-yl)-3-methylbutan-1-sulfonamide